tert-butyl-3-(3-chloro-6-(3-(methoxymethoxy)-8-((triisopropylsilyl) ethynyl) naphthalen-1-yl)-2,7-naphthyridin-1-yl)-3,8-diazabicyclo[3.2.1]octane-8-carboxylate C(C)(C)(C)OC(=O)N1C2CN(CC1CC2)C2=NC(=CC1=CC(=NC=C21)C2=CC(=CC1=CC=CC(=C21)C#C[Si](C(C)C)(C(C)C)C(C)C)OCOC)Cl